(R)-tert-butyl (3-((2-chloro-4-((4-(1-methyl-4-(trifluoromethyl)-1H-imidazol-2-yl)benzyl)oxy)pyrimidin-5-yl)oxy)-1,1,1-trifluoropropan-2-yl)carbamate ClC1=NC=C(C(=N1)OCC1=CC=C(C=C1)C=1N(C=C(N1)C(F)(F)F)C)OC[C@H](C(F)(F)F)NC(OC(C)(C)C)=O